C1(CCCC1)[C@@](C(=O)N1C2CCC([C@H]1C(=O)N[C@@H](C[C@@H]1C(NCC1)=O)C(CO)=O)CC2)(C2=CC=CC=C2)O (S)-2-((S)-2-cyclopentyl-2-hydroxy-2-phenylacetyl)-N-((S)-4-hydroxy-3-oxo-1-((R)-2-oxopyrrolidin-3-yl)butan-2-yl)-2-azabicyclo[2.2.2]octane-3-carboxamide